1-O-hexadecyl-3-O-trityl-sn-glycerol C(CCCCCCCCCCCCCCC)OC[C@@H](O)COC(C1=CC=CC=C1)(C1=CC=CC=C1)C1=CC=CC=C1